COC(CC(C(=O)OC)C1=CC=C(C=C1)OCC(C)C)=O 4-isobutoxybenzenesuccinic acid dimethyl ester